N-(5-(N-(2,6-dimethylphenyl)sulfamoyl)-6-methoxypyridin-3-yl)-5,6,7,8-tetrahydroimidazo[1,2-a]pyridine-2-carboxamide CC1=C(C(=CC=C1)C)NS(=O)(=O)C=1C=C(C=NC1OC)NC(=O)C=1N=C2N(CCCC2)C1